(1R,4R)-5-(6-bromo-3-ethylsulfanyl-5-fluoro-7,9-dihydrofuro[3,4-f]quinazolin-1-yl)-2,5-diazabicyclo[2.2.1]heptane-2-carboxylic acid tert-butyl ester C(C)(C)(C)OC(=O)N1[C@H]2CN([C@@H](C1)C2)C2=NC(=NC=1C(=C(C3=C(C21)COC3)Br)F)SCC